4-[5-ethoxy-4-(4-fluoro-phenyl)-pyrimidin-2-ylamino]-N-[2-methyl-5-(4-methyl-piperazin-1-ylmethyl)-phenyl]-benzamide C(C)OC=1C(=NC(=NC1)NC1=CC=C(C(=O)NC2=C(C=CC(=C2)CN2CCN(CC2)C)C)C=C1)C1=CC=C(C=C1)F